4-[[4-[[(1S)-2-hydroxy-1-phenyl-ethyl]amino]-5-(1,3,4-oxadiazol-2-yl)pyrimidin-2-yl]amino]-N,2-dimethyl-benzamide OC[C@H](C1=CC=CC=C1)NC1=NC(=NC=C1C=1OC=NN1)NC1=CC(=C(C(=O)NC)C=C1)C